N-benzyl-3-bromo-1-methyl-1H-pyrazole-5-carboxamide C(C1=CC=CC=C1)NC(=O)C1=CC(=NN1C)Br